C1(CC1)CN1N=C(C2=CC(=CC=C12)F)C(=O)NC1=C(C=NC=C1)F 1-(cyclopropylmethyl)-5-fluoro-N-(3-fluoropyridin-4-yl)-1H-indazole-3-carboxamide